O1COC2=C1C=CC=C2C2=NN(C1=C(C=CC=C21)C)C=2C=NC(=CC2)F 3-(benzo[d][1,3]dioxol-4-yl)-1-(6-fluoropyridin-3-yl)-7-methyl-1H-indazole